Methyl 4-(6-methoxy-1H-benzimidazol-2-yl)-benzoate COC=1C=CC2=C(NC(=N2)C2=CC=C(C(=O)OC)C=C2)C1